CC1=CC(=NN1)NC=1C2=C(N=C(N1)NC1CCN(CC1)C(=O)O)C=CS2 4-((4-((5-methyl-1H-pyrazol-3-yl)amino)thieno[3,2-d]pyrimidin-2-yl)amino)piperidine-1-carboxylic acid